5-[({1-[2-Fluoro-4-(trifluoromethyl)phenyl]cyclopropyl}carbonyl)amino]-2-[6-(trifluoromethyl)pyridin-3-yl]benzoic acid FC1=C(C=CC(=C1)C(F)(F)F)C1(CC1)C(=O)NC=1C=CC(=C(C(=O)O)C1)C=1C=NC(=CC1)C(F)(F)F